BrC1=C(C=CC=C1)CN1N=NC=2CN(CCC21)C(=O)OC(C)(C)C Tert-Butyl 1-[(2-bromophenyl)methyl]-1H,4H,5H,6H,7H-[1,2,3]triazolo[4,5-c]pyridine-5-carboxylate